2-(4-chloro-3-fluorophenoxy)-N-{3-[5-(3-methoxyphenoxy)-1,3,4-oxadiazol-2-yl]bicyclo[1.1.1]pentan-1-yl}acetamide ClC1=C(C=C(OCC(=O)NC23CC(C2)(C3)C=3OC(=NN3)OC3=CC(=CC=C3)OC)C=C1)F